1-methyl-5-(2-methylphenyl)-7-(trifluoromethyl)-1,5-dihydro-4H-imidazo[4,5-c][1,8]Naphthyridin-4-one CN1C=NC=2C(N(C=3N=C(C=CC3C21)C(F)(F)F)C2=C(C=CC=C2)C)=O